C1(=CC=CC=C1)NC1=CC=C(C=C1)OCC1=CC=C(C=C1)C=C N-phenyl-4-(4-vinyl-benzyloxy)aniline